tert-Butyl (3-cyano-5-fluoro-4-(5-fluoro-3-(3-(1-methyl-1H-imidazol-2-yl)pyrrolidin-1-yl)-7,9-dihydrofuro[3,4-f]quinazolin-6-yl)benzo[b]thiophen-2-yl)carbamate C(#N)C=1C2=C(SC1NC(OC(C)(C)C)=O)C=CC(=C2C=2C1=C(C=3C=NC(=NC3C2F)N2CC(CC2)C=2N(C=CN2)C)COC1)F